5-((5-chloro-3-(2,2-difluoroethoxy)pyridin-2-yl)oxy)-6-fluoro-3-methyl-N-(4-methyl-1,1-dioxidotetrahydro-2H-thiopyran-4-yl)-3H-imidazo[4,5-b]pyridine-2-carboxamide ClC=1C=C(C(=NC1)OC1=C(C=C2C(=N1)N(C(=N2)C(=O)NC2(CCS(CC2)(=O)=O)C)C)F)OCC(F)F